4-((1,4-dioxane-2-yl)methyl)-8-(5-methylthiazol-2-yl)-3-oxo-N-((R)-1-(2-(trifluoromethyl)pyrimidin-5-yl)ethyl)-3,4-dihydro-2H-benzo[b][1,4]oxazine-6-carboxamide O1C(COCC1)CN1C2=C(OCC1=O)C(=CC(=C2)C(=O)N[C@H](C)C=2C=NC(=NC2)C(F)(F)F)C=2SC(=CN2)C